COC1=CC=C(CN2C=NC=C2C(=O)OCC)C=C1 ethyl 1-(4-methoxybenzyl)-1H-imidazole-5-carboxylate